ClC1=CC=NC2=CC=C(C=C12)C=1C=C(N(N1)C)CO [5-(4-chloro-6-quinolyl)-2-methyl-pyrazol-3-yl]methanol